N-isopropyl-N'-[2-(methacryloyloxy)ethyl]carbodiimide C(C)(C)N=C=NCCOC(C(=C)C)=O